Pyrroletetrahydrazide N1C(=C(C(=C1C(=O)NN)C(=O)NN)C(=O)NN)C(=O)NN